C(C)N1CC2(CN(C2)C=2C=CC(=NC2)NC2=NC=C(C(=N2)C2=C(C=3C(N(CC4(C3S2)CCC4)C)=O)C)F)C1 2'-(2-((5-(6-Ethyl-2,6-diazaspiro[3.3]heptan-2-yl)pyridin-2-yl)amino)-5-fluoropyrimidin-4-yl)-3',5'-dimethyl-5',6'-dihydro-4'H-spiro[cyclobutane-1,7'-thieno[3,2-c]pyridin]-4'-one